2,2-diphenylbenzo[d][1,3]dioxol-4-yl 1H-pyrrole-2-carboxylate N1C(=CC=C1)C(=O)OC1=CC=CC=2OC(OC21)(C2=CC=CC=C2)C2=CC=CC=C2